ClC=1C=C(C=C(C1)F)[C@@H]1NOCC1 (R)-3-(3-chloro-5-fluorophenyl)isoxazolidine